The molecule is an L-polyhomomethionine zwitterion obtained by transfer of a proton from the carboxy to the amino group of L-tetrahomomethionine; major species at pH 7.3. It is a L-polyhomomethionine zwitterion and a tetrahomomethionine zwitterion. It is a tautomer of a L-tetrahomomethionine. CSCCCCCC[C@@H](C(=O)[O-])[NH3+]